NCCOCCNC(C1=C(C=C(C=C1)NC=1C=2N(C=CN1)C(=CN2)C2=C(C(=C(C=C2)OC)F)F)F)=O N-[2-(2-aminoethoxy)ethyl]-4-[[3-(2,3-difluoro-4-methoxy-phenyl)imidazo[1,2-a]pyrazin-8-yl]amino]-2-fluoro-benzamide